FC1=C(C(=CC(=C1)C=1C2=C(C(N(C1)C)=O)NN=C2)OC)CN2CCN(CC2)C(=O)[O-] 4-[[2-fluoro-6-methoxy-4-(6-methyl-7-oxo-1H-pyrazolo[3,4-c]pyridin-4-yl)phenyl]methyl]piperazine-1-carboxylate